C1(CC1)C1(NNC(N1)=O)C 3-cyclopropyl-3-methyl-1H-1,2,4-triazol-5(4H)-one